ClC1=C(C(=CC=C1)N1CCN(CCC1)C(C)C)NC(=O)N1C[C@@](CC1)(OC1=CC=CC=C1)C (R)-N-(2-chloro-6-(4-isopropyl-1,4-diazepan-1-yl)phenyl)-3-methyl-3-phenoxypyrrolidine-1-carboxamide